P(=O)(OOCCCCCCCCCCCCCCCCOC1(C(C=CC=C1)C)C)([O-])[O-] o-dimethylphenoxyhexadecyloxy phosphate